2-(1-(3,3-dimethoxycyclobutyl)-2-methylpropyl)-2,6-diazaspiro[3.4]Octane-6-carboxylic acid benzyl ester C(C1=CC=CC=C1)OC(=O)N1CC2(CN(C2)C(C(C)C)C2CC(C2)(OC)OC)CC1